4-ethoxy-1-methylpyrrolidin C(C)OC1CCN(C1)C